FC1=C(C(=C(C(=C1F)C(F)(F)F)F)F)B1OB(OB(O1)C1=C(C(=C(C(=C1F)F)C(F)(F)F)F)F)C1=C(C(=C(C(=C1F)F)C(F)(F)F)F)F tris(2,3,5,6-tetrafluoro-4-(trifluoromethyl)phenyl)boroxine